3-benzoylquinazolin C(C1=CC=CC=C1)(=O)N1CN=C2C=CC=CC2=C1